1-(benzenesulfonyl)-6-(cyclopropylmethoxy)indole-3-sulfonyl chloride C1(=CC=CC=C1)S(=O)(=O)N1C=C(C2=CC=C(C=C12)OCC1CC1)S(=O)(=O)Cl